bis-(2-dimethylaminoethyl) ether CN(CCOCCN(C)C)C